NC1=C(C=CC(=C1)C#N)C1=CC=CC=C1 2-amino-[1,1'-biphenyl]-4-carbonitrile